C(C)OC(=O)C1=NC=C2COC(CN21)C 6-methyl-6,8-dihydro-5H-imidazo[5,1-c][1,4]Oxazine-3-carboxylic acid ethyl ester